1-{(S)-1-[2-Methyl-6-(2,2,2-trifluoro-ethoxy)-pyrimidin-4-yl]-ethyl}-3-(3-trifluoromethyl-bicyclo[1.1.1]pent-1-yl)-urea CC1=NC(=CC(=N1)[C@H](C)NC(=O)NC12CC(C1)(C2)C(F)(F)F)OCC(F)(F)F